5'-chloro-N-methyl-7'-oxo-N-(propan-2-yl)-7',8'-dihydro-6'H-spiro[cyclohexane-1,9'-furo[2,3-f]quinazoline]-2'-carboxamide ClC=1C=C2C(=C3C4(NC(NC13)=O)CCCCC4)OC(=C2)C(=O)N(C(C)C)C